[OH-].C(CCCCCCCCCCCCCCCCCCC)[N+](C)(C)C eicosyl-trimethyl-ammonium hydroxide